C(C1=CC=CC=C1)OC1=C(C(=C(C=C1)C=1C(=NN(C1)CCOC)NC(OC(C)(C)C)=O)F)F tert-butyl N-[4-(4-benzyloxy-2,3-difluoro-phenyl)-1-(2-methoxyethyl)pyrazol-3-yl]carbamate